(1R,2S,5S)-6,6-dimethyl-3-aza-bicyclo[3.1.0]hexane-2-carboxylic acid methyl ester hydrochloride Cl.COC(=O)[C@@H]1[C@H]2C([C@H]2CN1)(C)C